(1R*,3R*,5S*)-N-((1,2,3,5,6,7-Hexahydro-s-indacen-4-yl)carbamoyl)-8-(1-methylazetidin-3-yl)-8-azabicyclo[3.2.1]octane-3-sulfonamide, potassium salt [K].C1CCC2=C(C=3CCCC3C=C12)NC(=O)NS(=O)(=O)C1C[C@H]2CC[C@@H](C1)N2C2CN(C2)C |o1:22,25|